NC1=C2N=CN(C2=NC=N1)C[C@@H](C)OCP(OCCCSCCCCCCCCCCCC#C[Si](C(C)C)(C(C)C)C(C)C)(O)=O 3-((13-(triisopropylsilyl)tridec-12-yn-1-yl)thio)propyl hydrogen ((((R)-1-(6-amino-9H-purin-9-yl)propan-2-yl)oxy)methyl)phosphonate